furan-2-methylamine O1C(=CC=C1)CN